ClC1=CC(=C2C(=N1)N(N=N2)[C@H]2[C@@H]([C@@H]([C@H](O2)COCP(O)(O)=O)O)O)NCC2CCC2 ((((2R,3S,4R,5R)-5-(5-chloro-7-((cyclobutylmethyl)amino)-3H-[1,2,3]triazolo[4,5-b]pyridin-3-yl)-3,4-dihydroxytetrahydro-furan-2-yl)methoxy)methyl)-phosphonic acid